C(C)N1CCCCC12CN(CCC2)C2=C1C(=NC=C2)NC=C1C=1SC=CN1 2-[4-(1-ethyl-1,8-diazaspiro[5.5]undec-8-yl)-1H-pyrrolo[2,3-b]pyridin-3-yl]thiazole